N-methyl-2'-oxo-2-(1H-pyrrol-3-yl)-2',3'-dihydro-1'H-[1,5'-bi-benzo[d]imidazole]-5-carboxamide CNC(=O)C1=CC2=C(N(C(=N2)C2=CNC=C2)C2=CC3=C(NC(N3)=O)C=C2)C=C1